C(C)(C)(C)N1CC(NCC1)C(F)(F)F tert-butyl-3-(trifluoromethyl)piperazine